NC=1C=2N(C(=C(N1)C=1C=C(C#N)C=CC1)C1=NC=NC=C1)N=C(N2)C(O)C2=C(C=CC=C2F)F 3-(8-amino-2-((2,6-difluorophenyl)(hydroxy)methyl)-5-(pyrimidin-4-yl)-[1,2,4]triazolo[1,5-a]pyrazin-6-yl)benzonitrile